1-(8-Amino-7-fluoro-6-(8-methyl-2,3-dihydro-1H-pyrido[2,3-b][1,4]oxazin-7-yl)isoquinolin-3-yl)-3-(2-(2,2-difluoroethyl)-2-azaspiro[3.3]heptan-6-yl)urea NC=1C(=C(C=C2C=C(N=CC12)NC(=O)NC1CC2(CN(C2)CC(F)F)C1)C1=C(C2=C(OCCN2)N=C1)C)F